2-(isopropylamino)-5-(5-(2-methoxyphenyl)pyrimidin-2-yl)benzonitrile C(C)(C)NC1=C(C#N)C=C(C=C1)C1=NC=C(C=N1)C1=C(C=CC=C1)OC